1-(cyclopropylmethyl)-4,5,6,7-tetrahydro-1H-imidazo[4,5-c]pyridine C1(CC1)CN1C=NC=2CNCCC21